ClC1=CC(=C(COC2=NC=C(C(=N2)N2C[C@@H](N(CC2)CC2=NC3=C(N2C[C@H]2OCC2)C=CC=C3)C)F)C=C1)F 2-{[(2S)-4-{2-[(4-Chloro-2-fluorobenzyl)oxy]-5-fluoropyrimidin-4-yl}-2-methylpiperazin-1-yl]methyl}-1-[(2S)-oxetan-2-ylmethyl]-1H-benzimidazol